O=C1C(=C(C=NN1)NCCO[C@@H](CC(=O)N1CCN(CC1)C1=CC=C(C=N1)C#N)C)C(F)(F)F (R)-6-[4-[3-(2-[[6-oxo-5-(trifluoromethyl)-1,6-dihydropyridazin-4-yl]amino]ethoxy)butanoyl]piperazin-1-yl]pyridine-3-carbonitrile